FC1(C2CN(CC12)C(=O)C1=CC(=C(C=C1)C1=NC=2C=CNC(C2C(=C1)NC1=NC=C(C=C1)N1CCNCC1)=O)F)F 2-[4-(6,6-difluoro-3-azabicyclo[3.1.0]hexane-3-carbonyl)-2-fluoro-phenyl]-4-[(5-piperazin-1-yl-2-pyridyl)amino]-6H-1,6-naphthyridin-5-one